C12(CC3CC(CC(C1)C3)C2)CC(=O)N[C@H](C(=O)N2[C@@H]([C@@H]3[C@H](C2)CCC3)C(=O)N[C@@H](CC3=CC=C(C=C3)F)C=O)C(C)(C)C (1S,3aR,6aS)-2-((S)-2-(2-((3S,5S,7S)-adamantan-1-yl)acetamido)-3,3-dimethylbutanoyl)-N-((S)-1-(4-fluorophenyl)-3-oxopropan-2-yl)octahydrocyclopenta[c]pyrrole-1-carboxamide